NC=1SC2=C(N1)C(=CC=C2F)C2=C(C=C1C(=NC(=NC1=C2F)NC[C@H]2N(CCC2)C)N2CCN(CC2)C(C=C)=O)Cl 1-(4-(7-(2-amino-7-fluorobenzo[d]thiazol-4-yl)-6-chloro-8-fluoro-2-((((S)-1-methylpyrrolidin-2-yl)methyl)amino)quinazolin-4-yl)piperazin-1-yl)prop-2-en-1-one